C(C)(=O)N1CC(C1)NC1=C2CN(CC2=CC=C1)C(=O)C1=C(C=C(C#N)C=C1O)OCC1=CC=CC=C1 4-(4-((1-Acetylazetidin-3-yl)amino)isoindoline-2-carbonyl)-3-(benzyloxy)-5-hydroxybenzonitrile